Tert-butyl 6-(1-ethoxy-1,3-dioxopentan-2-yl)-2,6-diazaspiro[3.3]heptane-2-carboxylate C(C)OC(C(C(CC)=O)N1CC2(CN(C2)C(=O)OC(C)(C)C)C1)=O